((S)-8-(((1S,3S)-3-aminocyclopentyl)amino)-3-bromo-6,7-dihydrospiro[cyclopenta[d]pyrazolo[1,5-a]pyrimidine-5,1'-cyclopentane]-6-yl)methanol N[C@@H]1C[C@H](CC1)NC1=C2C(=NC=3N1N=CC3Br)C3(CCCC3)[C@H](C2)CO